[C@@H]12N(C[C@@H](NC1)CC2)C2=NC(=NC1=C(C(=C(C=C21)F)C2=CC(=CC1=CC=CC(=C21)C#C)O)F)OC[C@]21CCCN1C[C@@H](C2)F 4-(4-((1S,4S)-2,5-diazabicyclo[2.2.2]octan-2-yl)-6,8-difluoro-2-(((2R,7aS)-2-fluorotetrahydro-1H-pyrrolizin-7a(5H)-yl)methoxy)quinazolin-7-yl)-5-ethynylnaphthalen-2-ol